Cl.FC=1C=C2CN(CC2=CC1)C(=O)NC1=CC=C(C=C1)C=1CCNCC1 5-fluoro-N-(4-(1,2,3,6-tetrahydropyridin-4-yl)phenyl)isoindoline-2-carboxamide hydrochloride